FC(OC1=CC=C(COC(C2=C(C=C(C(=C2)C)N=CN(C)CC)C)=O)C=C1)F.C1(CCCCC1)CCNC(C1=CC(=NC=C1)NC1=C(C=C(C=C1)OCC1=NC=CC=C1)C1CC1)=O N-(2-cyclohexylethyl)-2-((2-cyclopropyl-4-(pyridin-2-ylmethoxy)phenyl)amino)isonicotinamide 4-(difluoromethoxy)benzyl-4-(((ethyl(methyl)amino)methylene)amino)-2,5-dimethylbenzoate